FC1=C(CN)C=C(C=C1)F 2,5-difluorobenzylamine